CC1=C(C(=O)P(OCC)(C2=CC=CC=C2)=O)C(=CC(=C1)C)C 2,4,6-trimethylbenzoyl-phenyl-ethoxy-phosphine oxide